4-[5-methyl-4-[3-methyl-4-(4-pyridyl)phenyl]-1H-pyrazol-3-yl]pyridine CC1=C(C(=NN1)C1=CC=NC=C1)C1=CC(=C(C=C1)C1=CC=NC=C1)C